4-(3-amino-6-azaspiro[3.4]octan-6-yl)-3-chloro-N-[(2,4-dimethoxyphenyl)methyl]-2,6-difluoro-N-(6-fluoro-2-pyridyl)benzenesulfonamide NC1CCC12CN(CC2)C2=C(C(=C(C(=C2)F)S(=O)(=O)N(C2=NC(=CC=C2)F)CC2=C(C=C(C=C2)OC)OC)F)Cl